(5S)-N-{8-chloro-1-[trans-4-(pyridin-2-yloxy)cyclohexyl]-5,6-dihydro-4H-[1,2,4]triazolo[4,3-a][1]benzazepin-5-yl}acetamide ClC=1C=CC2=C(C[C@@H](CC=3N2C(=NN3)[C@@H]3CC[C@H](CC3)OC3=NC=CC=C3)NC(C)=O)C1